N-(4-chloro-2-nitrophenyl)-3-oxo-butyramide ClC1=CC(=C(C=C1)NC(CC(C)=O)=O)[N+](=O)[O-]